(1R,2S)-2-{3-[2-ethoxy-5-(1-methyl-1H-pyrazol-4-yl)anilino]-1H-indazol-6-yl}-5'-methoxyspiro[cyclopropane-1,3'-indol]-2'(1'H)-one C(C)OC1=C(NC2=NNC3=CC(=CC=C23)[C@@H]2C[C@@]23C(NC2=CC=C(C=C32)OC)=O)C=C(C=C1)C=1C=NN(C1)C